FC=1C=C2C=NN(C2=CC1COC1=CC=CC(=N1)C1CCN(CC1)CC1=NC2=C(N1C[C@H]1OCC1)C=C(C=C2)C(=O)[O-])C2COC2 (S)-2-((4-(6-((5-Fluoro-1-(oxetan-3-yl)-1H-indazol-6-yl)methoxy)pyridine-2-yl)piperidin-1-yl)methyl)-1-(oxetan-2-ylmethyl)-1H-benzo[d]imidazole-6-carboxylate